ClC1=C(C=CC=C1)[C@H](CN1N=CN=N1)O (1R)-1-(2-chlorophenyl)-2-(2H-tetrazol-2-yl)ethane-1-ol